FC1=NC=C(C=C1C=1N=NN(C1)CC=1N=C2N(C=C(C=C2)CNCC23CC(C2)(C3)F)C1)N1CCCC1 1-(2-((4-(2-fluoro-5-(pyrrolidin-1-yl)pyridin-3-yl)-1H-1,2,3-triazol-1-yl)methyl)imidazo[1,2-a]pyridin-6-yl)-N-((3-fluorobicyclo[1.1.1]pentan-1-yl)methyl)methylamine